C1(CC1)C=1N=CC=2C=C3C(=C(C2C1)S(=O)(=O)NCC(C)(C)F)C[C@@H](C3)NC=3C=1C(C=NC3)=NN(C1)CCO (7R)-3-cyclopropyl-N-(2-fluoro-2-methylpropyl)-7-[[2-(2-hydroxyethyl)pyrazolo[3,4-c]pyridin-4-yl]amino]-7,8-dihydro-6H-cyclopenta[g]isoquinoline-5-sulfonamide